ClC1=CC(=C(COC2=CC=CC(=N2)C2CCN(CC2)CC=2N(C3=C(C=NC(=C3)C(=O)O)N2)C[C@H]2OCC2)C=C1)F 2-[(4-{6-[(4-chloro-2-fluorobenzyl)oxy]pyridin-2-yl}piperidin-1-yl)methyl]-1-[(2S)-oxetan-2-ylmethyl]-1H-imidazo[4,5-c]pyridine-6-carboxylic acid